CN1CC[C@]23[C@@H]4[C@H]1CC5=C2C(=C(C=C5)O)O[C@H]3[C@H](C=C4)O (-)-Morphine